O1C=2C(OC=C1CO)=CSC2 Thieno[3,4-B]-1,4-dioxin-2-methanol